racemic-4-chloro-1-(4-chlorophenyl)-1-butanol ClCCC[C@@H](O)C1=CC=C(C=C1)Cl |r|